O1CCN(CC1)C1=CC=2N(C(=N1)OC1CCC(CC1)NC(=O)C=1N=NC=CC1)C=CN2 N-((1s,4s)-4-((7-morpholinoimidazo[1,2-c]pyrimidin-5-yl)oxy)cyclohexyl)pyridazine-3-carboxamide